1-(3-bromophenyl)cyclopropanecarbonitrile BrC=1C=C(C=CC1)C1(CC1)C#N